2-(6-{[(3R,4S)-3-fluoro-2,2,6,6-tetramethylpiperidin-4-yl]oxy}pyridazin-3-yl)-5-[2-methyl-8-(trifluoromethyl)imidazo[1,2-a]pyridin-6-yl]pyridin-3-ol trihydrochloride Cl.Cl.Cl.F[C@@H]1C(NC(C[C@@H]1OC1=CC=C(N=N1)C1=NC=C(C=C1O)C=1C=C(C=2N(C1)C=C(N2)C)C(F)(F)F)(C)C)(C)C